C(C1=CC=CC=C1)N(C=1C(=NC(=C(C1)F)CC(F)(F)F)OC)CC1=CC=CC=C1 N,N-dibenzyl-5-fluoro-2-methoxy-6-(2,2,2-trifluoroethyl)pyridin-3-amine